[Mn+3].[Fe-4](C#N)(C#N)(C#N)(C#N)(C#N)C#N.[K+] Potassium Ferrocyanide Manganese (III)